CC=1N=NC=C(C1[C@@H](C)OC=1C=C2C(=NN(C2=CC1OC)C1OCCCC1)C=1C=C(C(=NC1)F)C#N)C 5-[5-[(1R)-1-(3,5-dimethylpyridazin-4-yl)ethoxy]-6-methoxy-1-tetrahydropyran-2-yl-indazol-3-yl]-2-fluoro-pyridine-3-carbonitrile